(3-methylphenyl)-2-(pyridin-4-yl)pyrido[3,4-d]pyrimidin-4-amine CC=1C=C(C=CC1)C1=CN=CC=2N=C(N=C(C21)N)C2=CC=NC=C2